COC(=O)C=1N(C(C(C1C(=O)OC)(C)C)=O)CCC1=C(C=CC=C1)OC 1-(2-methoxyphenylethyl)-4,4-dimethyl-5-oxo-4,5-dihydro-1H-pyrrole-2,3-dicarboxylic acid dimethyl ester